NC1=NC=CC=C1C1=NC=2C(=NC(=CC2)C2=NC=CN=C2)N1C=1C=C2CC[C@@H](C2=CC1)NC(C1=CC(=C(C=C1)O)C=O)=O N-[(1S)-5-[2-(2-aminopyridin-3-yl)-5-(pyrazin-2-yl)imidazo[4,5-b]pyridin-3-yl]-2,3-dihydro-1H-inden-1-yl]-3-formyl-4-hydroxybenzamide